(1R,2S,5S)-3-[(2S)-3-cyclopropyl-2-[[(3R)-tetrahydrofuran-3-carbonyl]amino]propanoyl]-6,6-dimethyl-3-azabicyclo[3.1.0]hexane-2-carboxylic acid C1(CC1)C[C@@H](C(=O)N1[C@@H]([C@H]2C([C@H]2C1)(C)C)C(=O)O)NC(=O)[C@H]1COCC1